3-((2S,6S)-2-methyl-4-oxo-5,6-dihydro-2H-2,6-methanobenzo[g][1,3,5]oxadiazocine-3(4H)-yl)benzoic acid C[C@@]12OC3=C([C@@H](NC(N1C=1C=C(C(=O)O)C=CC1)=O)C2)C=CC=C3